ethylenebis(2-bromoisobutyrate) C(CCC(C(=O)[O-])(C)Br)CC(C(=O)[O-])(C)Br